FC(C(=O)NC1CN(CC1)C=1C2=C(N=C(N1)C1=CC=C(C=C1)C(F)(F)F)C=CC=N2)=C 2-fluoro-N-(1-(2-(4-(trifluoromethyl)phenyl)pyrido[3,2-d]pyrimidin-4-yl)pyrrolidin-3-yl)acrylamide